N-[(6-Amino-2-pyridyl)sulfonyl]-6-(3-isopropylphenyl)-2-(2,4,6-trimethylphenoxy)pyridin-3-carboxamid NC1=CC=CC(=N1)S(=O)(=O)NC(=O)C=1C(=NC(=CC1)C1=CC(=CC=C1)C(C)C)OC1=C(C=C(C=C1C)C)C